CC1(OC2=C(O1)C=CC(=C2)CCC(=O)O)C 3-(2,2-dimethylbenzo[d][1,3]dioxolan-5-yl)propionic acid